2-[[4-[4-(dimethylamino)-7-morpholino-quinazolin-5-yl]oxycyclohexyl]amino]-N-methyl-pyrimidine-4-carboxamide CN(C1=NC=NC2=CC(=CC(=C12)OC1CCC(CC1)NC1=NC=CC(=N1)C(=O)NC)N1CCOCC1)C